(1R,2S,5S)-3-(2-(3-acetyl-5-(2-(hydroxymethyl)pyrimidin-5-yl)-7-methyl-1H-indol-1-yl)acetyl)-N-(6-bromo-3-methylpyridin-2-yl)-3-azabicyclo[3.1.0]hexane-2-carboxamide C(C)(=O)C1=CN(C2=C(C=C(C=C12)C=1C=NC(=NC1)CO)C)CC(=O)N1[C@@H]([C@@H]2C[C@@H]2C1)C(=O)NC1=NC(=CC=C1C)Br